2-chloro-5-fluoro-7-methyl-7H-pyrrolo[2,3-d]pyrimidin-4-ol ClC=1N=C(C2=C(N1)N(C=C2F)C)O